3-fluoro-4-(2-(2-(methylamino)benzoyl)-6,9-dioxo-5-(4-(trifluoromethyl)benzyl)-2,5,8-triazaspiro[3.5]nonan-8-yl)benzonitrile FC=1C=C(C#N)C=CC1N1CC(N(C2(CN(C2)C(C2=C(C=CC=C2)NC)=O)C1=O)CC1=CC=C(C=C1)C(F)(F)F)=O